(7S,8aS)-7-(3-amino-4-(4-aminophenyl)-1-methyl-1H-indazol-6-yl)hexahydroindolizin-3(2H)-one NC1=NN(C2=CC(=CC(=C12)C1=CC=C(C=C1)N)[C@H]1CCN2C(CC[C@H]2C1)=O)C